C(C)(C)(C)OC1=CC=C(C=C1)N1N=C(C(C1=O)C(=O)NC1=CC(=CC=C1)C(C)(F)F)C 1-(4-(tert-butoxy)phenyl)-N-(3-(1,1-difluoroethyl)phenyl)-3-methyl-5-oxo-4,5-dihydro-1H-pyrazole-4-carboxamide